1,2,3,6-tetrahydropyridin-1-carboxylic acid tert-butyl ester C(C)(C)(C)OC(=O)N1CCC=CC1